N1CCC(CC1)NC1=NC=C(C(=N1)C=1C=NN(C1)CC(F)(F)F)C(F)(F)F N-(piperidin-4-yl)-4-(1-(2,2,2-trifluoroethyl)-1H-pyrazol-4-yl)-5-(trifluoromethyl)pyrimidin-2-amine